4-((2s,5r)-4-((2-cyclopropylthiazol-5-yl)(4-fluorophenyl)methyl)-5-ethyl-2-methylpiperazin-1-yl)-1-methyl-2-oxo-1,2-dihydropyrido[3,2-d]pyrimidine-6-carbonitrile C1(CC1)C=1SC(=CN1)C(N1C[C@@H](N(C[C@H]1CC)C=1C2=C(N(C(N1)=O)C)C=CC(=N2)C#N)C)C2=CC=C(C=C2)F